sodium oleoyl aminopropionate NC(C(=O)OC(CCCCCCC\C=C/CCCCCCCC)=O)C.[Na]